6-(4-Fluoro-phenyl)-1,3-dihydro-imidazo[4,5-c]pyridin-2-one FC1=CC=C(C=C1)C1=CC2=C(C=N1)NC(N2)=O